3,3-dimethyl-4-phenyl-2-butanol CC(C(C)O)(CC1=CC=CC=C1)C